(4-(3-amino-7-(5-benzyl-4,5,6,7-tetrahydropyrazolo[1,5-a]pyrazin-2-yl)-1H-pyrazolo[4,3-c]pyridin-4-yl)benzyl)-5-fluoro-2-methoxybenzamide NC1=NNC2=C1C(=NC=C2C2=NN1C(CN(CC1)CC1=CC=CC=C1)=C2)C2=CC=C(CC=1C(=C(C(=O)N)C=C(C1)F)OC)C=C2